ethyl (R)-1-(4,5-dichloro-1H-indole-2-carbonyl)pyrrolidine-3-carboxylate ClC1=C2C=C(NC2=CC=C1Cl)C(=O)N1C[C@@H](CC1)C(=O)OCC